C(C)O/C=C/C1=NC(=NC=C1)N1CCN(CC1)C(C)=O (E)-1-(4-(4-(2-ethoxyvinyl)pyrimidin-2-yl)piperazin-1-yl)ethan-1-one